C(C1=CC=CC=C1)N(C1=C2C(=NC(=N1)C1=CC=C(C(=O)OC)C=C1)N(N=C2CC)C)C methyl 4-(4-(benzyl(methyl)amino)-3-ethyl-1-methyl-1H-pyrazolo[3,4-d]pyrimidin-6-yl)benzoate